FC1=CC=C(C=C1)C1=NC=NC=C1 4-(4-fluorophenyl)pyrimidin